(S)-4-tert-butyl-2-[2-(diphenylphosphino)phenyl]-2-oxazoline C(C)(C)(C)[C@@H]1N=C(OC1)C1=C(C=CC=C1)P(C1=CC=CC=C1)C1=CC=CC=C1